ClC1=C(C=C2C(C(=CN(C2=C1)C1CC1)CN(C1CN(CCC1)C(=O)[O-])CC1=CC(=NC=C1)C)=O)F 3-{[(7-chloro-1-cyclopropyl-6-fluoro-4-oxo-1,4-dihydroquinolin-3-yl)methyl][(2-methylpyridin-4-yl)methyl]amino}piperidine-1-carboxylate